(R)-(1-((4-(Benzylthio)phenyl)sulfonyl)piperidin-3-yl)(4,4-difluoropiperidin-1-yl)methanone C(C1=CC=CC=C1)SC1=CC=C(C=C1)S(=O)(=O)N1C[C@@H](CCC1)C(=O)N1CCC(CC1)(F)F